ClC=1C=C(C=CC1F)C1=CN(C2=C1C(N(C=C2)CC(=O)N2CC(CC2)F)=O)C2CC2 3-(3-chloro-4-fluorophenyl)-1-cyclopropyl-5-(2-(3-fluoropyrrolidin-1-yl)-2-oxoethyl)-1H-pyrrolo[3,2-c]pyridin-4(5H)-one